1-[alpha-methyl-alpha-(4''-hydroxyphenyl)ethyl]-4-[alpha,alpha'-bis(4''-hydroxyphenyl)ethyl]benzene CC(C)(C1=CC=C(C=C1)O)C1=CC=C(C=C1)C(C)(C1=CC=C(C=C1)O)C1=CC=C(C=C1)O